3-(4-(5-cyanopyridin-2-yl)piperazine-1-carbonyl)-4,4-difluoropiperidine-1-carboxylic acid tert-butyl ester C(C)(C)(C)OC(=O)N1CC(C(CC1)(F)F)C(=O)N1CCN(CC1)C1=NC=C(C=C1)C#N